C(C)OC(=O)C=1N(C=C(C1C)I)NC(=O)C=1N(C=CN1)C.COC1=CC=C(C=C1)C(=C)C1=CC=CC=C1 1-Methoxy-4-(1-phenylvinyl)benzene ethyl-4-iodo-3-methyl-1-(1-methyl-1H-imidazole-2-carboxamido)-1H-pyrrole-2-carboxylate